N1=[14CH]C=CC(=C1)C1N(C)CCC1 [14C]-nicotine